3-((3-(ethoxymethyl)-3-(2-(3-methylthiophen-2-yl)ethyl)pyrrolidin-1-yl)methyl)pyridine C(C)OCC1(CN(CC1)CC=1C=NC=CC1)CCC=1SC=CC1C